ClCCN(C)C 2-chloroethyl-dimethyl-amine